copper (ii) iodide [Cu](I)I